tert-butyl 4-[3-[(4-cyanophenyl)methoxy]pyrazol-1-yl]piperidine-1-carboxylate C(#N)C1=CC=C(C=C1)COC1=NN(C=C1)C1CCN(CC1)C(=O)OC(C)(C)C